CC1(OC=2C(=NC(=CC2)C=2C(=CC(=NC2)NC(C)=O)NC2=NC(=C(C=C2)C2CCOCC2)S(=O)(=O)C)OC1)C N-(5-(2,2-dimethyl-2,3-dihydro-[1,4]dioxino[2,3-b]pyridin-6-yl)-4-((6-(methylsulfonyl)-5-(tetrahydro-2H-pyran-4-yl)pyridin-2-yl)amino)pyridin-2-yl)acetamide